(E)-1-[4-(Hydroxymethoxy)phenyl]-3-phenylprop-2-en-1-one OCOC1=CC=C(C=C1)C(\C=C\C1=CC=CC=C1)=O